N1(C=NC=C1)C=1N=C(C2=C(N1)C=CN2C)C(=O)NC2CCC(CC2)OCCOC 2-(1H-imidazol-1-yl)-N-((1r,4r)-4-(2-methoxyethoxy)cyclohexyl)-5-methyl-5H-pyrrolo[3,2-d]pyrimidine-4-carboxamide